NCCC1OC2=C(OC1)C=CC=C2N2CCNCC2 3-(2-aminoethyl)-5-(piperazin-1-yl)-2,3-dihydro-1,4-benzodioxine